1-Bocazetidine-3-carboxylic acid C(=O)(OC(C)(C)C)N1CC(C1)C(=O)O